FC1=C(C=C(C=C1)N1N=CC2=CC(=CC=C12)C1=CC=C(C=C1)O)O 2-Fluoro-5-(5-(4-hydroxyphenyl)-1H-indazol-1-yl)phenol